5-(5-(3,5-dichloro-4-fluorophenyl)-5-(trifluoromethyl)-4,5-dihydroisoxazol-3-yl)-N-ethyl-5,6-dihydro-4H-thieno[2,3-c]pyrrole-2-carboxamide ClC=1C=C(C=C(C1F)Cl)C1(CC(=NO1)N1CC2=C(C1)C=C(S2)C(=O)NCC)C(F)(F)F